2'-fluoro-3-methylsulfonylamino-1,1'-biphenyl FC1=C(C=CC=C1)C1=CC(=CC=C1)NS(=O)(=O)C